CC1(OC2=CC=CC=C2C=C1C=C)C 2,2-dimethyl-3-vinyl-2H-chromene